NC1=NN=C(S1)C(C)NC1=NC(=NC=2CCN(CCC21)C(=O)OC(C)(C)C)Cl tert-butyl 4-((1-(5-amino-1,3,4-thiadiazol-2-yl) ethyl) amino)-2-chloro-5,6,8,9-tetrahydro-7H-pyrimido[4,5-d]azepine-7-carboxylate